2-(4-(tert-butoxycarbonyl)-2-(difluoromethyl)piperazin-1-yl)acetic acid C(C)(C)(C)OC(=O)N1CC(N(CC1)CC(=O)O)C(F)F